C(C(C)(C)C)(=O)OB(OC(C(C)(C)C)=O)C=1C2=CC=CC=C2C(=C2C=CC=CC12)B(O)O anthracene-9,10-diboronic acid dipivalyl ester